6-bromo-3'-ethyl-spiro[2H-benzofuran-3,5'-imidazolidine]-2',4'-dione BrC1=CC2=C(C=C1)C1(C(N(C(N1)=O)CC)=O)CO2